C(#N)[C@H]1C[C@H](C1)NC(=O)C1=CC=NC=2N1N=CC2C(=O)N N7-(cis-3-cyanocyclobutyl)pyrazolo[1,5-a]pyrimidine-3,7-dicarboxamide